ON1[C@@H]2CC[C@H](N(C1=O)C2)C(NS(=O)(=O)C)=N (2S,5R)-6-hydroxy-N-(methylsulfonyl)-7-oxo-1,6-diazabicyclo[3.2.1]octane-2-carboximidamide